2-(4-aminocyclohexyl)-6-methoxy-N-(pyrazolo[1,5-a]pyrimidin-3-yl)-2H-indazole-5-carboxamide NC1CCC(CC1)N1N=C2C=C(C(=CC2=C1)C(=O)NC=1C=NN2C1N=CC=C2)OC